6-(cyclobutylamino)-N-(2-hydroxy-3-{1H,2H,3H,4H,5H-pyrido[4,3-b]indol-2-yl}propyl)pyrimidine-4-carboxamide C1(CCC1)NC1=CC(=NC=N1)C(=O)NCC(CN1CC2=C(NC=3C=CC=CC23)CC1)O